C(C=C)(=O)OC1=C(C=C(C=C1C(C)(C)CC)C(C)(C)CC)C(C)C1=C(C(=CC(=C1)C(C)(C)CC)C(C)(C)CC)O 2-[1-(2-hydroxy-3,5-di-tert-pentyl-phenyl)ethyl]-4,6-di-tert-pentylphenyl acrylate